methyl-L-valinate hydrochloride Cl.CN[C@@H](C(C)C)C(=O)O